2-(quinoxalin-6-ylmethylene)-6-(4-(trifluoromethoxy)phenyl)-3,4-dihydronaphthalen N1=CC=NC2=CC(=CC=C12)C=C1CC2=CC=C(C=C2CC1)C1=CC=C(C=C1)OC(F)(F)F